methyl 1-(3-amino-6-(2,5-dimethyl-1,2,3,4-tetrahydroisoquinolin-7-yl)pyrazin-2-yl)-1H-pyrazole-4-carboxylate NC=1C(=NC(=CN1)C1=CC(=C2CCN(CC2=C1)C)C)N1N=CC(=C1)C(=O)OC